1-(4-((3,4-difluorobenzyl)oxy)-2-fluorophenyl)pyrrolidin-3-ol tert-butyl-N-[[4-[6-(hydroxymethyl)pyrrolo[2,1-f][1,2,4]triazin-4-yl]-2-methyl-phenyl]methyl]carbamate C(C)(C)(C)N(C(=O)OC1CN(CC1)C1=C(C=C(C=C1)OCC1=CC(=C(C=C1)F)F)F)CC1=C(C=C(C=C1)C1=NC=NN2C1=CC(=C2)CO)C